COC(=O)C1=CC(=NN1CCC1CCN(CC1)C)Cl 3-chloro-1-(2-(1-methylpiperidin-4-yl)ethyl)-1H-pyrazole-5-carboxylic acid methyl ester